COC1CCN(CC1)CC(C)(C)NC(OC(C)(C)C)=O tert-butyl (1-(4-methoxypiperidin-1-yl)-2-methylpropan-2-yl)carbamate